C(C)(C)OC1=CC=C(CCN2COC(C2)C)C=C1 3-(4-isopropoxyphenethyl)-5-methyloxazolidine